FC(OC1=NC=CC(=C1)CNC(=O)N[C@@H]1[C@H]2CCC([C@@H]12)(F)F)F |r| 1-[[2-(difluoro-methoxy)pyridin-4-yl]methyl]-3-[rac-(1R,5S,6R)-2,2-difluoro-6-bicyclo[3.1.0]hexanyl]urea